Mercury Diiodide [Hg](I)I